C(C)C=1C(=C(C(=CC1)O)C(C)=O)O 1-(3-ethyl-2,6-dihydroxyphenyl)ethan-1-one